C(C)OC(C1=C(C(=NC=C1OC1=C(C=C(C=C1)OC(F)(F)F)OC)C1CC1)F)=O 2-cyclopropyl-3-fluoro-5-[2-methoxy-4-(trifluoromethoxy)phenoxy]isonicotinic acid ethyl ester